(1r,4r)-4-((2-(difluoromethoxy)-4,5-difluorophenyl)carbamoyl)-4-(2-isopropylphenyl)-1-(methyl-d3)cyclohexane-1-carboxylic acid FC(OC1=C(C=C(C(=C1)F)F)NC(=O)C1(CCC(CC1)(C(=O)O)C([2H])([2H])[2H])C1=C(C=CC=C1)C(C)C)F